C(CCC)C(CCCCCCCCCCCCCCCBr)(CCCC)CCCC Tributyl-hexadecyl bromide